FC1=CC(=C(OC2=NC3=CC=CC=C3C=C2C(=O)NC2=CC(=CC=C2)S(N)(=O)=O)C=C1)OC 2-(4-fluoro-2-methoxyphenoxy)-N-(3-sulfamoylphenyl)quinoline-3-carboxamide